BrC=1C(=C(C=C(C1)F)COC1OCCCC1)COC1OCCCC1 2-({3-bromo-5-fluoro-2-[(oxan-2-yloxy)methyl]phenyl}methoxy)oxane